(3-aminobicyclo[1.1.1]pentan-1-yl)carbamic acid tert-butyl ester C(C)(C)(C)OC(NC12CC(C1)(C2)N)=O